C=CCCCCCCCCCCCCCCCCC=C 1,19-eicosadiene